NC1=CC=C(C2=C1NC(=N2)C(F)(F)F)C(=O)NC2C(NC(CC2)=O)=O 7-amino-N-(2,6-dioxopiperidin-3-yl)-2-(trifluoromethyl)-1H-1,3-benzodiazole-4-carboxamide